COC=1C(=C(C(=O)[O-])C=CC1)OS(=O)(=O)C(F)(F)F 3-methoxy-2-(trifluoromethylsulfonyloxy)benzoate